2-((2-(tert-butoxy)-2-oxoethyl)((((di-tert-butoxyphosphoryl)oxy)methoxycarbonyl)amino)ethyl)cyclopropane-1-carboxylate C(C)(C)(C)OC(CC(CC1C(C1)C(=O)[O-])NC(=O)OCOP(=O)(OC(C)(C)C)OC(C)(C)C)=O